FC1=C(C=C(C=C1)F)C(F)(F)F 1,4-difluoro-2-(trifluoromethyl)benzene